ClC1=C(C=CC=C1C1=C(C(=CC=C1)C1=CC=2N(C=C1)C(=NN2)CNCCO)Cl)C2=CC=C(C=C2)CNCCO 2-(((2',2''-dichloro-3''-(3-(((2-hydroxyethyl)amino)methyl)-[1,2,4]triazolo[4,3-a]pyridin-7-yl)-[1,1':3',1''-terphenyl]-4-yl)methyl)amino)ethan-1-ol